(4,7-Dimethyl-2-oxo-1H-1,6-naphthyridin-3-yl)acetic acid CC1=C(C(NC2=CC(=NC=C12)C)=O)CC(=O)O